C(#N)C1=C(C=CC(=C1)C(F)(F)F)N1CCC(CC1)(C(=O)N[C@H]1CN(CC1)C)C=1C=NC(=CC1)C1=C(C=CC=C1)C(C)(F)F 1-[2-cyano-4-(trifluoromethyl)phenyl]-4-{6-[2-(1,1-difluoroethyl)phenyl]pyridin-3-yl}-N-[(3R)-1-methylpyrrolidin-3-yl]piperidine-4-carboxamide